(2-aminopyridin-4-yl)-3-[(3-chloro-2-methoxyphenyl)amino]-5H,6H,7H-pyrazolo[1,5-a]pyrazin-4-one NC1=NC=CC(=C1)C1=NN2C(C(NCC2)=O)=C1NC1=C(C(=CC=C1)Cl)OC